C(C(C)C)(=O)OC=1C(=NC=CC1OC)C(N[C@@H](C)C=1OC(=NN1)C1=CC=CC=C1)=O (S)-4-methoxy-2-((1-(5-phenyl-1,3,4-oxadiazol-2-yl)ethyl)carbamoyl)pyridin-3-yl isobutyrate